5-(4-((2-((N-ethylsulfamoyl)amino)pyridin-4-yl)methyl)-3-oxopiperazin-1-yl)-N,6-dimethylpicolinamide C(C)NS(=O)(=O)NC1=NC=CC(=C1)CN1C(CN(CC1)C=1C=CC(=NC1C)C(=O)NC)=O